hexyl-tributylphosphonium C(CCCCC)[P+](CCCC)(CCCC)CCCC